Cl.ClC=1C=C2C(=C3C(=NC2=C(C1)Cl)CCCCC3)N 2,4-dichloro-6H,7H,8H,9H,10H-cyclohepta[b]quinoline-11-amine hydrochloride